C(C)(C)(CCC)OOC1(CCCCC1)OOC(C)(C)CCC 1,1-di(t-hexyl-peroxy)cyclohexane